CC1=CC=C(C=C1)S(=O)(=O)O.CC1=CC=C(C=C1)S(=O)(=O)O.C(CCC)C=1N=C2N(C=C(C=C2)OC\C(\CN)=C\F)C1 (E)-2-(((2-butylimidazo[1,2-a]pyridin-6-yl)oxy)methyl)-3-fluoroprop-2-en-1-amine bis(4-methylbenzenesulfonate)